1-azido-N-ethyl-3,6,9,12-tetraoxapentadecan-15-amide N(=[N+]=[N-])CCOCCOCCOCCOCCC(=O)NCC